Ethyl 2-[(8R,10R)-12,12,13,13-tetramethyl-1-(4-nitrophenyl)-8-(propan-2-yl)-2,6,11-trioxa-7-aza-12-silatetradecan-10-yl]-1,3-thiazole-4-carboxylate C[Si](O[C@H](C[C@@H](NOCCCOCC1=CC=C(C=C1)[N+](=O)[O-])C(C)C)C=1SC=C(N1)C(=O)OCC)(C(C)(C)C)C